C(C)(C)C1=C(NC2=CC=C(C=C12)C=1SC=CN1)C1=CC(=NC=C1)C 2-(3-isopropyl-2-(2-methylpyridin-4-yl)-1H-indol-5-yl)thiazole